C(#N)N1CC(CC(C1)(F)F)C(=O)NC=1N=CN(C1)C1=CC=CC=C1 1-cyano-5,5-difluoro-N-(1-phenyl-1H-imidazol-4-yl)piperidine-3-carboxamide